triethylene glycol C(COCCOCCO)O